1-(5-tert-butyl-isoxazol-3-yl)-3-[4-(5-hydroxy-benzoimidazol-1-yl)-phenyl]-urea C(C)(C)(C)C1=CC(=NO1)NC(=O)NC1=CC=C(C=C1)N1C=NC2=C1C=CC(=C2)O